5-(2-hydroxyethyl)-9-(3-(trifluoromethyl)phenyl)-6,9-dihydro-[1,3]dioxolo[4,5-g]furo[3,4-b]quinolin-8(5H)-one OCCN1C2=C(C(C=3C=C4C(=CC13)OCO4)C4=CC(=CC=C4)C(F)(F)F)C(OC2)=O